FC1=C(C(=O)OC)C=C(C=C1)CNC(=O)N1CCC2(NC3=CC=C(C=C3C(C2)=O)F)CC1 Methyl 2-fluoro-5-((6'-fluoro-4'-oxo-3',4'-dihydro-1'H-spiro[piperidine-4,2'-quinoline]-1-carboxamido)methyl)benzoate